NC1=NC2=CC(=CC=C2C(=N1)N[C@@](CNC(C)=O)(CCCC)C)F (R)-N-(2-((2-amino-7-fluoroquinazolin-4-yl)amino)-2-methylhexyl)acetamide